3-{4-[(6-amino-4-pyrimidinyl)oxy]-2-ethylphenyl}-1-[3-(difluoromethoxy)phenyl]-2,4-imidazolidinedione NC1=CC(=NC=N1)OC1=CC(=C(C=C1)N1C(N(CC1=O)C1=CC(=CC=C1)OC(F)F)=O)CC